ethyl (3R,4S)-4-[1-methyl-5-(trifluoromethyl)pyrazol-4-yl]-2-oxo-pyrrolidine-3-carboxylate CN1N=CC(=C1C(F)(F)F)[C@@H]1[C@H](C(NC1)=O)C(=O)OCC